2-tert-butyl-5-phenyl-4-[(1-pyridin-2-ylpiperidin-4-yl)amino]isothiazol-3(2H)-one 1,1-dioxide C(C)(C)(C)N1S(C(=C(C1=O)NC1CCN(CC1)C1=NC=CC=C1)C1=CC=CC=C1)(=O)=O